C(CCCCCCCCCCC)[Se]CCCCCCCCCCCC dodecylselenide